C(C)(C)(C)OC(=O)N1C[C@H](CC1)[C@@H](C(=O)OC(C)(C)C)CC1=CSC(=C1)CN (3R)-3-[(2S)-3-[5-(aminomethyl)thiophen-3-yl]-1-(tert-butoxy)-1-oxopropane-2-yl]pyrrolidine-1-carboxylic acid tert-butyl ester